C(#N)C1=NC2=CC(=CC(=C2N=C1N1C(CN(CC1)C1=CC=C(C=C1)C#N)C)[C@@H](C)NC1=C(C(=O)O)C=CC=C1)C 2-(((1R)-1-(2-cyano-3-(4-(4-cyanophenyl)-2-methylpiperazin-1-yl)-7-methylquinoxalin-5-yl)ethyl)amino)benzoic acid